CP(=O)(C)C=1C=CC(=NC1)N1N=CC(=C1O)C1=CC=C(C#N)C=C1 4-(1-(5-(Dimethylphosphoryl)pyridin-2-yl)-5-hydroxy-1H-pyrazol-4-yl)benzonitrile